(±)-trans-N-(8-chloro-7-iodo-6-(4-methylpyridin-3-yl)isoquinolin-3-yl)-2-cyanocyclopropanecarboxamide ClC=1C(=C(C=C2C=C(N=CC12)NC(=O)[C@H]1[C@@H](C1)C#N)C=1C=NC=CC1C)I |r|